COC(C1=CC(=CC=C1)C1=NC2=CC(=CC=C2C(=C1)Cl)C(F)(F)F)=O 3-(4-chloro-7-(trifluoromethyl)quinolin-2-yl)benzoic acid methyl ester